C(C)(C)C1CCN(CC1)C1=NC=C(C=N1)NC1CC2(C1)CC(C2)N N2-(2-(4-isopropylpiperidin-1-yl)pyrimidin-5-yl)spiro[3.3]heptane-2,6-diamine